(trifluoromethyl)-1,2,3,4-tetrahydroisoquinolin FC(F)(F)C1NCCC2=CC=CC=C12